COC=1C=C(C=CC1OC)P(O)(O)=O 3,4-dimethoxyphenylphosphonic acid